6-(4-chlorobenzyl)-9-(4-methoxybenzyl)-N-methyl-7,10-dioxo-2,6,9-triazaspiro[4.5]decane-2-carboxamide ClC1=CC=C(CN2C3(CCN(C3)C(=O)NC)C(N(CC2=O)CC2=CC=C(C=C2)OC)=O)C=C1